(R)-(4-((1-(3-amino-5-(trifluoromethyl)phenyl)ethyl)amino)-2-methyl-6-(methylamino)quinazolin-7-yl)(1,1-dioxothiomorpholino)methanone NC=1C=C(C=C(C1)C(F)(F)F)[C@@H](C)NC1=NC(=NC2=CC(=C(C=C12)NC)C(=O)N1CCS(CC1)(=O)=O)C